(S)-3-((7H-purin-6-yl)amino)-1-phenethyl-pyrrolidine-2,5-dione N1=CN=C2N=CNC2=C1N[C@@H]1C(N(C(C1)=O)CCC1=CC=CC=C1)=O